FC(OC1=CC(=C(C=C1)I)Cl)F 4-(difluoromethoxy)-2-chloroiodobenzene